N[C@@H]([C@@H](CC)C1=CC=C(C=C1)F)C=1N=C2N(N=CC(=C2)CC2C(N[C@@H](C2)C(F)(F)F)=O)C1 (5S)-3-((2-((1S,2S)-1-amino-2-(4-fluorophenyl)butyl)imidazo[1,2-b]pyridazin-7-yl)methyl)-5-(trifluoromethyl)pyrrolidin-2-one